CS(=O)C=1C=C(C=CC1)C1=CC2=NC=CC(=C2O1)C=1C=C(C=CC1)C(=O)N1CCOCC1 (3-(2-(3-(methylsulfinyl)phenyl)furo[3,2-b]pyridin-7-yl)phenyl)(morpholino)methanone